2-[(R)-amino[1-(morpholine-3-carbonyl)piperidin-4-yl]methyl]-4,5-dichlorophenol N[C@@H](C1=C(C=C(C(=C1)Cl)Cl)O)C1CCN(CC1)C(=O)C1NCCOC1